2-[4-(4-Aminopiperidin-1-yl)-3-(3-fluoro-5-methylphenyl)chinolin-6-yl]-6-[(methoxyimino)methyl]phenol NC1CCN(CC1)C1=C(C=NC2=CC=C(C=C12)C1=C(C(=CC=C1)C=NOC)O)C1=CC(=CC(=C1)C)F